BrC1=NC(=CC(=C1)C(C(C)Cl)=O)Cl 1-(2-bromo-6-chloropyridin-4-yl)-2-chloropropan-1-one